N-iso-Pentyl-4-((1-methylpiperidin-4-yl)methyl)-1H-imidazole-1-carboxamide C(CC(C)C)NC(=O)N1C=NC(=C1)CC1CCN(CC1)C